ClC=1C=C(C=CC1Cl)N1CCN(CC1)CC(CC(=O)OCC1=CC=CC=C1)N1CCCCC1 Benzyl 4-(4-(3,4-dichlorophenyl) piperazin-1-yl)-3-(piperidin-1-yl)butanoate